3-[2-[4-(Trifluoromethoxy)phenyl]ethynyl]azetidine FC(OC1=CC=C(C=C1)C#CC1CNC1)(F)F